[BH4-].[Na+].C(C)(=O)O acetic acid sodium borohydride